C1(=CC=CC=C1)P(C1=CC=CC=C1)C1=CC=CC=C1.[Pb] lead triphenylphosphine